Bis(cyclopentadienyl)zirconium (IV) dihydride [H-].[H-].C1(C=CC=C1)[Zr+2]C1C=CC=C1